9,9-di-(2-ethylhexyl)-9H-fluorene C(C)C(CC1(C2=CC=CC=C2C=2C=CC=CC12)CC(CCCC)CC)CCCC